COC1=CC=C(C=C1)CN(CC(C)(O)C)CC1=CC=C(C=C1)OC 1-{bis[(4-methoxyphenyl)methyl]amino}-2-methylpropan-2-ol